1-Methyl-2-ethylpyrrolium acetat C(C)(=O)[O-].C[NH+]1C(=CC=C1)CC